i-Propyl-L-Carnitine C(C)(C)[C@](O)(C[N+](C)(C)C)CC([O-])=O